vinylcyanide methacrylate C(C(=C)C)(=O)O.C(=C)C#N